(6-methoxypicolinamidomethyl)-N-((R)-3-methyl-1-((3aS,4S,6S,7aR)-3a,5,5-trimethylhexahydro-4,6-methanobenzo[d][1,3,2]dioxaborol-2-yl)butyl)-4,5-dihydroisoxazol-5-carboxamide COC1=CC=CC(=N1)C(=O)NCC1=NOC(C1)C(=O)N[C@@H](CC(C)C)B1O[C@@]2([C@H](O1)C[C@H]1C([C@@H]2C1)(C)C)C